methyl 4-[5-(1-cyano-1-methyl-ethyl)benzimidazol-1-yl]-2,6-dimethoxy-benzoate C(#N)C(C)(C)C1=CC2=C(N(C=N2)C2=CC(=C(C(=O)OC)C(=C2)OC)OC)C=C1